(3S,5R,10S,13R,14R,17R)-17-[(2S,3R)-3-hydroxy-6-methylhept-5-en-2-yl]-4,4,10,13,14-pentamethyl-2,3,5,6,7,11,12,15,16,17-decahydro-1H-cyclopenta[a]phenanthren-3-ol O[C@@H]([C@@H](C)[C@H]1CC[C@]2(C=3CC[C@H]4C([C@H](CC[C@@]4(C3CC[C@]12C)C)O)(C)C)C)CC=C(C)C